Bivanillin O=C(C1=CC(OC)=C(O)C=C1)C(=O)C1=CC(OC)=C(O)C=C1